5-[1-(2-fluoro-6-methyl-phenyl)-pyrrolidin-3-yl]-2-methyl-7-(2-trifluoromethyl-benzyl)-2,4,5,7-tetrahydro-pyrazolo[3,4-d]pyrimidin-6-one FC1=C(C(=CC=C1)C)N1CC(CC1)N1C(N(C=2C(C1)=CN(N2)C)CC2=C(C=CC=C2)C(F)(F)F)=O